C(CCCCC)C(C(=O)OC(CCOC(CC1C(C(CC1)=O)C\C=C/CC)=O)CCCCCCCC\C=C/C\C=C/CCCCC)CCCCCCCC (12Z,15Z)-1-(2-(3-oxo-2-((Z)-pent-2-en-1-yl)cyclopentyl)acetoxy)henicosa-12,15-dien-3-yl 2-hexyldecanoate